C1CCC2=CC(=CC=C12)CN1CCC(CC1)C=1C(=C2CN(C(C2=CC1F)=O)C1C(NC(CC1)=O)=O)F 3-(5-(1-((2,3-dihydro-1H-inden-5-yl)methyl)piperidin-4-yl)-4,6-difluoro-1-oxoisoindolin-2-yl)piperidine-2,6-dione